FC=1C(=NC=CC1)C#N 3-fluoropyridine-2-carbonitrile